(E)-N-[(2-chloropyrimidin-5-yl)methylene]hydroxylamine ClC1=NC=C(C=N1)\C=N\O